1-(4-((4-amino-5-(4-phenoxyphenyl)-7-(piperidin-4-yl)-7H-pyrrolo[2,3-d]pyrimidin-6-yl)ethynyl)piperidin-1-yl)prop-2-en-1-one NC=1C2=C(N=CN1)N(C(=C2C2=CC=C(C=C2)OC2=CC=CC=C2)C#CC2CCN(CC2)C(C=C)=O)C2CCNCC2